(4S)-6-(4-chlorophenyl)-4-(2-(ethylamino)-2-oxoethyl)-1-methyl-4H-benzo[f][1,2,4]triazolo[4,3-a][1,4]diazepin-8-yl trifluoromethanesulfonate FC(S(=O)(=O)OC=1C=CC2=C(C(=N[C@H](C=3N2C(=NN3)C)CC(=O)NCC)C3=CC=C(C=C3)Cl)C1)(F)F